O1COC2=C1C=CC(=C2)C2=C(C=O)C=CC(=C2)OCC2=CC=CC=C2 2-(benzo[d][1,3]dioxol-5-yl)-4-(benzyloxy)benzaldehyde